OC1=CC=C(C=C1)C(=C(CC)C1=CC=C(C=C1)O)C1=CC=C(C=C1)N1CCC(CC1)CN1CC2N(C(C1)C2)C=2C=C1CN(CC1=CC2F)C2C(NC(CC2)=O)=O 5-(3-((1-(4-(1,2-bis(4-hydroxyphenyl)but-1-en-1-yl)phenyl)piperidin-4-yl)methyl)-3,6-diazabicyclo[3.1.1]heptane-6-yl)-2-(2,6-dioxopiperidin-3-yl)-6-fluoroisoindoline